C(C)(=O)OCC(=O)Cl 2-chloro-2-oxoethyl acetate